2-[1-[2,6-difluoro-4-(2-tetrahydrofurane-3-yloxy-3-pyridinyl)phenyl]-4-piperidinyl]acetic acid FC1=C(C(=CC(=C1)C=1C(=NC=CC1)OC1COCC1)F)N1CCC(CC1)CC(=O)O